(R)-3-((4-(difluoromethyl)-1,1,2,2-tetrafluoro-3-hydroxy-2,3-dihydro-1H-inden-5-yl-3-d)oxy)-5-fluorobenzonitrile FC(C1=C2[C@@](C(C(C2=CC=C1OC=1C=C(C#N)C=C(C1)F)(F)F)(F)F)([2H])O)F